(R)-1-oxo-3-phenylpropan O=CCCC1=CC=CC=C1